FC=1C=C(C#N)C=CC1COC1=NC(=CC=C1)N1C=C2CN(CC2=C1)C(C1=CC=CC=C1)(C1=CC=CC=C1)C1=CC=CC=C1 3-fluoro-4-(((6-(5-trityl-5,6-dihydropyrrolo[3,4-c]pyrrol-2(4H)-yl)pyridin-2-yl)oxy)methyl)benzonitrile